C1(=CC=CC=C1)[C@H]1CN(CC12CCC2)C(=O)C2=CC=CC(N2)=O (R)-6-(8-phenyl-6-azaspiro[3.4]octane-6-carbonyl)pyridin-2(1H)-one